(1Z,3E)-1,4-diphenylbuta-1,3-diene C1(=CC=CC=C1)\C=C/C=C/C1=CC=CC=C1